C(C)(C)(C)C1=NC(=NO1)C(=O)NCC1=C(C=C(C=C1)C1=NC=NN2C1=CC(=C2)N2C[C@H](OCC2)C)C (R)-5-(tert-butyl)-N-(2-methyl-4-(6-(2-methylmorpholino)pyrrolo[2,1-f][1,2,4]triazin-4-yl)benzyl)-1,2,4-oxadiazole-3-carboxamide